C1(=CC=CC=C1)C(CC)O monophenylpropanol